Ethyl (E)-2-cyano-3-(2-fluoro-3-methoxyphenyl)acrylate C(#N)/C(/C(=O)OCC)=C\C1=C(C(=CC=C1)OC)F